OC=1C=C2C[C@@H](C(=C(C2=CC1)C)C=O)C (S)-6-hydroxy-1,3-dimethyl-3,4-dihydronaphthalene-2-carbaldehyde